3-(4-[3-Cyano-4-methoxypyrazolo[1,5-a]pyridin-6-yl]-3-methylpyrazol-1-yl)azetidin C(#N)C=1C=NN2C1C(=CC(=C2)C=2C(=NN(C2)C2CNC2)C)OC